C(#N)C1(CC1)NS(=O)(=O)C1=CC=C2C3=C(N(C2=C1)C=1SC(=NN1)C(F)F)N=CN=C3C3CCNCC3 N-(1-cyanocyclopropyl)-9-(5-(difluoromethyl)-1,3,4-thiadiazol-2-yl)-4-(piperidin-4-yl)-9H-pyrimido[4,5-b]Indole-7-sulfonamide